3-(4-(2-bromoethoxy)phenoxy)-2-(2-(1,1-difluoroethyl)-4-fluorophenyl)benzo[b]thiophen-6-ol BrCCOC1=CC=C(OC=2C3=C(SC2C2=C(C=C(C=C2)F)C(C)(F)F)C=C(C=C3)O)C=C1